1-((1S,4aS,4bR,6aR,8R,10aS,10bS,12aS)-8-hydroxy-8,10a,12a-trimethyloctadecahydrochrysen-1-yl)-2-(5-methyl-2H-tetrazol-2-yl)ethan-1-one O[C@]1(C[C@H]2CC[C@H]3[C@@H]4CCC[C@@H]([C@]4(CC[C@@H]3[C@]2(CC1)C)C)C(CN1N=C(N=N1)C)=O)C